C[C@H]1CN(C[C@H](O1)C)C=1C=CC=2N(N1)C(=CN2)C=2C=CC=1N(C2)C(=NN1)C (2S,6R)-2,6-dimethyl-4-(3-(3-methyl-[1,2,4]triazolo[4,3-a]pyridin-6-yl)imidazo[1,2-b]pyridazin-6-yl)morpholine